((3R,5S)-5-(trifluoro Methyl)piperidin-3-yl)carbamate FC([C@H]1C[C@H](CNC1)NC([O-])=O)(F)F